BrC1C(OC2=C1C=C(C(=C2)F)Cl)(C=O)C2=CC=CC=C2 bromo-5-chloro-6-fluoro-2-phenyl-2,3-dihydrobenzofuran-2-carbaldehyde